C1(=CC=CC=C1)COC1=C(C(=C(C(=C1)C)Br)C)F 1-(Phenylmethyloxy)-4-bromo-2-fluoro-3,5-dimethylbenzene